C(C)(C)OC=1C=C(C=CC1C=1C=NN(C1)C)NC=1N=CC2=C(N1)N(C=C2C)CC2OCCC2 N-(3-isoPropoxy-4-(1-methyl-1H-pyrazol-4-yl)phenyl)-5-methyl-7-((tetrahydrofuran-2-yl)methyl)-7H-pyrrolo[2,3-d]pyrimidin-2-amine